tert-butyl (3R)-3-[(3-chlorothieno[3,2-c]pyridin-4-yl)amino]piperidine-1-carboxylate ClC1=CSC2=C1C(=NC=C2)N[C@H]2CN(CCC2)C(=O)OC(C)(C)C